2-((4-(cyclohexyloxy)phenyl)(methoxy)methylene)malononitrile C1(CCCCC1)OC1=CC=C(C=C1)C(=C(C#N)C#N)OC